C(CCCCCCCCCCCCCCCCCCCCCCCCCCCCC)(=O)OCCCCCCCCC nonyl n-triacontanoate